COC1=CC=C(CN(CC(=O)O)C=2C=3N(N=C(C2)N2CCC(CC2)=O)C(=CN3)C(F)(F)F)C=C1 N-(4-methoxybenzyl)-N-(6-(4-oxopiperidin-1-yl)-3-(trifluoromethyl)imidazo[1,2-b]pyridazin-8-yl)glycine